dihydroxy-4,4'-dipropoxybenzophenone OC=1C(=C(C(=O)C2=CC=C(C=C2)OCCC)C=CC1OCCC)O